FC=1C=C(COC=2C=C3N(C(N2)=O)CC2(N3CCC2)C)C=C(C1OC=1C=NC(=NC1)C(F)(F)F)F 3-((3,5-difluoro-4-((2-(trifluoromethyl)pyrimidin-5-yl)oxy)benzyl)oxy)-8a-methyl-7,8,8a,9-tetrahydro-1H,6H-pyrrolo[1',2':3,4]imidazo[1,2-c]pyrimidin-1-one